C[C@@](CCOP(=O)(O)O)(CC(=O)O)OP(=O)(O)O The molecule is a carboxyalkyl phosphate that is mevalonic acid phosphorylated at positions 3 and 5. It is a conjugate acid of a (R)-3,5-bisphosphonatomevalonate(5-).